C(C1=CC=CC=C1)OC1=C(C(=NC(=C1)C)Cl)C1=NN(C=C1)C 4-Benzyloxy-2-chloro-6-methyl-3-(1-methylpyrazol-3-yl)pyridine